4,6-bis(4-hydroxy-3,5-di-tert-butylphenoxy)-2-n-octylthio-1,3,5-triazine OC1=C(C=C(OC2=NC(=NC(=N2)OC2=CC(=C(C(=C2)C(C)(C)C)O)C(C)(C)C)SCCCCCCCC)C=C1C(C)(C)C)C(C)(C)C